tert-butyl 1-(4-(4-methoxyphenylethoxy) phenethyl)-2-(trifluoromethyl)-1H-benzo[d]imidazol-5-ylcarbamate COC1=CC=C(C=C1)CCOC1=CC=C(CCN2C(=NC3=C2C=CC(=C3)NC(OC(C)(C)C)=O)C(F)(F)F)C=C1